2-methyl-N-((R)-1-(2-(1-methyl-1H-pyrazol-3-yl)quinolin-4-yl)ethyl)-5-((3aR,6aS)-5-methylhexahydropyrrolo[3,4-c]pyrrol-2(1H)-yl)benzamide CC1=C(C(=O)N[C@H](C)C2=CC(=NC3=CC=CC=C23)C2=NN(C=C2)C)C=C(C=C1)N1C[C@@H]2CN(C[C@@H]2C1)C